C12CN(CC2C1)CCOC1=CC=C(C=C1)\C(=C(\CCCO)/C1=CC=CC=C1)\C1=CC=C(C=C1)O (Z)-4-(1-(4-(2-(3-azabicyclo[3.1.0]hex-3-yl)ethoxy)phenyl)-5-hydroxy-2-phenylpent-1-en-1-yl)phenol